[(4-bromophenyl)carbamoyl]-3-hydroxy-pyrrolidine-1-carboxylate BrC1=CC=C(C=C1)NC(=O)OC(=O)N1CC(CC1)O